CC1=CC=C(C=C1)SN1C(CCC1=O)=O N-(4-methylphenylsulfanyl)succinimide